CN(C1=CC=C(C=C2C(N(C(N2C)=[Se])C2=CC=C(C=C2)F)=O)C=C1)C 4-(dimethylamino)benzylidene-3-(4-fluorophenyl)-1-methyl-2-selenoxoimidazolidine-4-on